FC(C=1C(=C(C=CC1)[C@@H](C)NC=1C2=C(N=C(N1)C)C=NC(=C2)P(=O)(C)CC)F)F N-{(1R)-1-[3-(difluoromethyl)-2-fluorophenyl]ethyl}-6-[ethyl(methyl)phosphoryl]-2-methylpyrido[3,4-d]pyrimidin-4-amine